C123N4C5=NN=NN=C5N=C4NC(C4=CCC(C(C5=CCC=C5CCCC(CC(CC1)C3)C2)=C4)=O)=O heptaazaheptacyclo[24.4.1.1^{1,28}.1^{13,17}.0^{2,10}.0^{3,8}.0^{18,22}]tritriaconta-3,5,7,9,13,17(33),18,21-octaene-12,16-dione